cyanomethyl (S)-2-((tert-butoxycarbonyl)amino)-3-(2-carbamoylimidazo[1,2-a]pyridin-6-yl)propanoate C(C)(C)(C)OC(=O)N[C@H](C(=O)OCC#N)CC=1C=CC=2N(C1)C=C(N2)C(N)=O